CC(C)(C(C(C)C)=O)OO[Si](C)(C)C 2,4-Dimethyl-2-((trimethylsilyl)peroxy)pentan-3-one